octylamine decanoate salt C(CCCCCCCCC)(=O)O.C(CCCCCCC)N